4-(1-methylpyrazol-4-yl)thieno[2,3-c]pyridine CN1N=CC(=C1)C1=C2C(=CN=C1)SC=C2